OC1=C(C=CC=C1OC)\C=N\C(=O)C1=NC=CN=C1 (E)-N-[(2-hydroxy-3-methoxyphenyl)methylene]pyrazine-2-carboxamide